C(C)(C)(C)OC(C1=C(C=CC=C1)C1=CC(N(C(=C1)C)CC1=CC=CC=C1)=O)=O 2-(1-Benzyl-6-methyl-2-oxo-1,2-dihydropyridin-4-yl)benzoic acid tert-butyl ester